3-(2-amino-6-(butylamino)-5-(5-(cyanomethyl)-2-methoxybenzyl)pyrimidin-4-yl)propanoic acid NC1=NC(=C(C(=N1)CCC(=O)O)CC1=C(C=CC(=C1)CC#N)OC)NCCCC